3-bromo-9-ethyl-8-methoxy-6,6-dimethyl-5,6-dihydro-11H-benzo[b]carbazole-11-one BrC1=CC=C2C=3C(C4=C(C(C3NC2=C1)(C)C)C=C(C(=C4)CC)OC)=O